(S)-1-{2-[1-(4-fluorophenyl)ethylamino]-6-(pyrazin-2-ylamino)pyrimidin-4-yl}-4-(hydroxymethyl)piperidine FC1=CC=C(C=C1)[C@H](C)NC1=NC(=CC(=N1)N1CCC(CC1)CO)NC1=NC=CN=C1